tert-Butyl (6-(4-(4-(3-(imidazo[1,2-b]pyridazin-3-ylethynyl)-4-methylbenzamido)-2-(trifluoromethyl)benzyl)piperazin-1-yl)hexyl)carbamate N=1C=C(N2N=CC=CC21)C#CC=2C=C(C(=O)NC1=CC(=C(CN3CCN(CC3)CCCCCCNC(OC(C)(C)C)=O)C=C1)C(F)(F)F)C=CC2C